N-[(15aS,16R)-17,17,20-trifluoro-3,7-dimethyl-1-oxo-2,3,15a,16,17,18-hexahydro-1H,15H-4,8-(azeno)-14,10-(metheno)pyrrolo[1,2-j][1,8,10]oxadiazacycloheptadecin-16-yl]ethanesulfonamide FC1([C@@H]([C@H]2N(C(NC(C=3C=CC(=C(OC=4C=CC=C(C2)C4F)N3)C)C)=O)C1)NS(=O)(=O)CC)F